trans-rac-(1R,2R)-2-(1-methyl-1H-pyrazol-5-yl)cyclopropane CN1N=CC=C1C1CC1